S(=O)(=O)(C1=CC=C(C)C=C1)OC1CCN(CC1)C(=O)OC(C)(C)C tert-butyl 4-(tosyloxy)piperidine-1-carboxylate